COC1=C(C=CC=C1)C1=NC(=NN1)CNC(OC(C)(C)C)=O tert-butyl ((5-(2-methoxyphenyl)-1H-1,2,4-triazol-3-yl)methyl)carbamate